2-oxo-N-phenyl-2,3-dihydro-1H-benzo[d]imidazole O=C1NC2=C(N1C1=CC=CC=C1)C=CC=C2